(S)-2-(4-bromo-2-chlorophenoxy)-4-fluorobutyric acid BrC1=CC(=C(O[C@H](C(=O)O)CCF)C=C1)Cl